FC1=C(CN2C(N([C@H](C3=CC=C(C=C23)C(=O)NCC2=C(C=C(C=C2F)F)F)C)C)=O)C(=CC(=C1)O)F (S)-1-(2,6-difluoro-4-hydroxybenzyl)-3,4-dimethyl-2-oxo-N-(2,4,6-trifluorobenzyl)-1,2,3,4-tetrahydroquinazoline-7-carboxamide